ClC=1C=C(C=CC1Cl)C1=CC=2C3=C(C=NC2C=C1)N(C(N3C=3C=C(C#N)C=CC3C)=N)C 3-(8-(3,4-Dichlorophenyl)-2-imino-3-methyl-2,3-dihydro-1H-imidazo[4,5-c]quinolin-1-yl)-4-methylbenzonitrile